C(CCCCCCCCCCCCCCC)N1C(=C(C(C=C1)=O)OCC=C)C#N N-hexadecyl-2-cyano-3-(2-propen-1-yloxy)-pyridin-4-one